2-(3,4-dihydroxyphenethyl)-6-(diaminophenyl)-1H-benzisoquinoline-1,3(2H)-dione OC=1C=C(CCN2C(C3=C4C(=C(C=C3CC2=O)C2=C(C(=CC=C2)N)N)C=CC=C4)=O)C=CC1O